4-(4,4-difluorocyclohexyl)-N-((7-(5-(difluoromethyl)-1,3,4-oxadiazol-2-yl)imidazo[1,2-a]pyridin-2-yl)methyl)-N-phenylpiperazine-1-sulfonamide FC1(CCC(CC1)N1CCN(CC1)S(=O)(=O)N(C1=CC=CC=C1)CC=1N=C2N(C=CC(=C2)C=2OC(=NN2)C(F)F)C1)F